4,4-diethoxybutanenitrile C(C)OC(CCC#N)OCC